C(C(=O)OC1=CC=CC=C1)(=O)OC1=CC=CC=C1 diphenyl oxalate